1'-[trans-4-(Piperidin-1-ylcarbonyl)cyclohexyl]-4'H,6'H-spiro[1,3-dioxolan-2,5'-[1,2,4]triazolo[4,3-a][1]benzazepin]-8'-carbonitril N1(CCCCC1)C(=O)[C@@H]1CC[C@H](CC1)C1=NN=C2N1C1=C(CC3(C2)OCCO3)C=C(C=C1)C#N